(2R,5S)-tert-butyl 4-(11-bromo-10-chloro-6-oxo-2,3,4,6-tetrahydro-[1,4]oxazepino[2,3,4-ij]quinazolin-8-yl)-2,5-dimethylpiperazine-1-carboxylate BrC1=C(C=C2C(=NC(N3C2=C1OCCC3)=O)N3C[C@H](N(C[C@@H]3C)C(=O)OC(C)(C)C)C)Cl